4-(2-(9H-pyrido[3,4-b]indol-9-yl)ethoxy)-N-(2-aminophenyl)benzamide alpha-propylcinnamate C(CC)C(C(=O)O)=CC1=CC=CC=C1.C1=NC=CC2=C1N(C1=CC=CC=C21)CCOC2=CC=C(C(=O)NC1=C(C=CC=C1)N)C=C2